IN(C1C(CCC1)C)C N-iodo-methyl-2-methylcyclopentylamine